2-((4-amino-3-iodo-1H-pyrazolo[3,4-d]pyrimidin-1-yl)methyl)-5-methyl-3-o-tolylthieno[2,3-d]pyrimidin-4(3H)-one NC1=C2C(=NC=N1)N(N=C2I)CC=2N(C(C1=C(N2)SC=C1C)=O)C1=C(C=CC=C1)C